(3,5-Dichloropyridin-4-yl)-4-(difluoromethoxy)-3-((7-((4-((5-(2,6-dioxopiperidin-3-yl)-4-oxo-5,6-dihydro-4H-thieno[3,4-c]pyrrol-1-yl)methoxy)benzyl)amino)heptyl)oxy)benzamide ClC=1C=NC=C(C1C1=C(C(=O)N)C=CC(=C1OCCCCCCCNCC1=CC=C(C=C1)OCC=1SC=C2C1CN(C2=O)C2C(NC(CC2)=O)=O)OC(F)F)Cl